4-(5-Amino-2-(2,4-difluorophenoxy)phenyl)-6-methyl-1-tosyl-1,6-dihydro-7H-pyrrolo[2,3-c]pyridin-7-one NC=1C=CC(=C(C1)C=1C2=C(C(N(C1)C)=O)N(C=C2)S(=O)(=O)C2=CC=C(C)C=C2)OC2=C(C=C(C=C2)F)F